ClC1=CC=C(C=N1)S(=O)(=O)N1CCN(CC1)C(=O)OCC1=CC=CC=C1 Benzyl 4-[(6-chloro-3-pyridyl)sulfonyl]piperazine-1-carboxylate